OC1=C(C=O)C(=CC=C1OC)B1OC(C(O1)(C)C)(C)C 2-hydroxy-3-methoxy-6-(4,4,5,5-tetramethyl-1,3,2-dioxaborolan-2-yl)benzaldehyde